ClC=1C=C(C=C(C1)Cl)C=1OC2=C(N1)C(=CC(=C2)C2=CC=C(C=C2)C2=CC=CC=C2)C2=CC=CC=C2 2-(3,5-dichloro-phenyl)-6-(biphenyl-4-yl)-4-phenyl-benzoOxazole